N-{(S)-5-[2-(2-amino-3-pyridyl)-5-(1-pyrazolyl)-3H-1,3,4-triazainden-3-yl]-1-indanyl}5-(dimethylamino)-2-fluorobenzamide NC1=NC=CC=C1C1=NC2=CC=C(N=C2N1C=1C=C2CC[C@@H](C2=CC1)NC(C1=C(C=CC(=C1)N(C)C)F)=O)N1N=CC=C1